FC=1C=CC2=C(C3C(O2)OC(=C3SCCCC[N+](=O)[O-])C3=CC=CC=C3)C1 5-fluoro-3-((4-nitrobutyl)thio)-2-phenyl-3a,8a-dihydrofuro[2,3-b]benzofuran